2-Chloro-5-((4-(2-(4-chlorophenyl)-7-fluoroimidazo[1,2-a]pyridin-3-yl)-1H-1,2,3-triazol-1-yl)methyl)benzamide ClC1=C(C(=O)N)C=C(C=C1)CN1N=NC(=C1)C1=C(N=C2N1C=CC(=C2)F)C2=CC=C(C=C2)Cl